IC=1C=NN2C1N=CC(=C2)N2CCC(CC2)NC(OC(C)(C)C)=O tert-butyl [1-(3-iodopyrazolo[1,5-a]pyrimidin-6-yl)piperidin-4-yl]carbamate